2-methylbenzo[d]thiazole-7-carboxylic acid CC=1SC2=C(N1)C=CC=C2C(=O)O